3-oxo-butyric acid-3-bromopropyl ester BrCCCOC(CC(C)=O)=O